methyl-N-(tert-butoxycarbonyl)-N-methylglycinate COC(CN(C)C(=O)OC(C)(C)C)=O